[2-chloro-3-(2-oxa-6-azaspiro[3.3]heptan-6-yl)phenyl]methanone ClC1=C(C=CC=C1N1CC2(COC2)C1)C=O